(R)-4-(2-Amino-4-((1-hydroxy-2-methylhexan-2-yl)amino)pyrido[3,2-d]pyrimidin-7-yl)-5-((butyl(methyl)amino)methyl)pyridin-2(1H)-one NC=1N=C(C2=C(N1)C=C(C=N2)C2=CC(NC=C2CN(C)CCCC)=O)N[C@@](CO)(CCCC)C